C(C)OC(CC(C)(OOC(C)(C)C)OOC(C)(C)C)=O ethyl-3,3-di(t-butylperoxy)butyrate